D-2,4-dihydroxyvaleryl-CoA O[C@@H](C(=O)SCCNC(CCNC([C@@H](C(COP(OP(OC[C@@H]1[C@H]([C@H]([C@@H](O1)N1C=NC=2C(N)=NC=NC12)O)OP(=O)(O)O)(=O)O)(=O)O)(C)C)O)=O)=O)CC(C)O